C(C)(C)(C)OC(NCCOCCO)=O N-[2-(2-hydroxyethoxy)ethyl]carbamic acid tert-butyl ester